NC1=C(C=C(C=N1)C=1C=C2N(N1)CC[C@]21CN(CC1)C(=O)NC1CCC1)OCC1=C(C=CC=C1)F |r| (rac)-2'-{6-amino-5-[(2-fluorophenyl)methoxy]pyridin-3-yl}-N-cyclobutyl-5',6'-dihydrospiro[pyrrolidine-3,4'-pyrrolo[1,2-b]pyrazole]-1-carboxamide